N1(CCCC1)C1CNC(C1)C(=O)N [1,3'-bipyrrolidine]-5'-carboxamide